2-(2-dimethylamino-ethyl)-5-[1-(2-fluoro-6-methyl-phenyl)-piperidin-4-yl]-7-(2-trifluoromethyl-benzyl)-2,4,5,7-tetrahydro-pyrazolo[3,4-d]pyrimidin-6-one CN(CCN1N=C2N(C(N(CC2=C1)C1CCN(CC1)C1=C(C=CC=C1C)F)=O)CC1=C(C=CC=C1)C(F)(F)F)C